CN([C@@H]1CC[C@H](CC1)C1(OC2=C(O1)C(=CC(=C2C)C(=O)NCC=2C(NC(=CC2SC)C)=O)C2=CSC=C2)C)C 2-(trans-4-(dimethylamino)cyclohexyl)-2,4-dimethyl-N-((6-methyl-4-(methylthio)-2-oxo-1,2-dihydropyridin-3-yl)methyl)-7-(thiophene-3-yl)benzo[d][1,3]dioxole-5-carboxamide